FC1=CC=C(C=C1)C1=NN(C=C1C1=C2N=C(N(C2=NC=N1)CC1=CC=C(C=C1)OC)C1=CC=CC=C1)C1CS(C1)(=O)=O 3-[3-(4-fluorophenyl)-4-{9-[(4-methoxyphenyl)methyl]-8-phenylpurin-6-yl}pyrazol-1-yl]-1λ6-thietane-1,1-dione